C(C)(C)(C)OC(NCCCCCCBr)=O (6-bromohexyl)carbamic acid tert-butyl ester